methyl-4-(3-(3-(4-butylphenyl)ureido)-5-(4-fluorophenoxy)phenoxy)benzoate COC(C1=CC=C(C=C1)OC1=CC(=CC(=C1)OC1=CC=C(C=C1)F)NC(=O)NC1=CC=C(C=C1)CCCC)=O